propenyldodecyldimethyl-silaneOxysilane C(=CC)[SiH2]O[Si](C)(C)CCCCCCCCCCCC